[Cl-].NC=1NC(C2=C(N1)NC=C2C[NH2+]CC[C@H](C2=CC=CC=C2)O)=O (R)-N-((2-amino-4-oxo-4,7-dihydro-3H-pyrrolo[2,3-d]pyrimidin-5-yl)methyl)-3-hydroxy-3-phenylpropan-1-aminium chloride